[1,4]-oxaazepane O1CCNCCC1